tert-butyl ((2-(3-((2R,4S)-4-methyl-2-(4-methyl-4H-1,2,4-triazol-3-yl)oxetan-2-yl)phenyl)-3-oxo-7-(trifluoromethyl)isoindolin-5-yl)methyl)(1-methylcyclobutyl)carbamate C[C@H]1C[C@](O1)(C1=NN=CN1C)C=1C=C(C=CC1)N1CC2=C(C=C(C=C2C1=O)CN(C(OC(C)(C)C)=O)C1(CCC1)C)C(F)(F)F